CN(C1=NC(=CC=C1NC(CC(C)(C)C)=O)NCC1=CC=C(C=C1)F)C N-[2-Dimethylamino-6-(4-fluoro-benzylamino)-pyridin-3-yl]-3,3-dimethyl-butyramide